C(CCC(=O)[O-])(=O)OCCC1=CC=CC=C1 phenethyl succinate